C1(CCCCC1)CN(CC(CC(=O)OC)C)C(=O)OC methyl 4-((cyclohexylmethyl)(methoxy carbonyl)amino)3-methylbutanoate